FC(C=1C=C(C=C(C1)C(F)(F)F)[B-](C1=CC(=CC(=C1)C(F)(F)F)C(F)(F)F)(C1=CC(=CC(=C1)C(F)(F)F)C(F)(F)F)C1=CC(=CC(=C1)C(F)(F)F)C(F)(F)F)(F)F.C[NH+](C1=CC=CC=C1)C N,N-dimethylanilinium tetrakis[3,5-bis(trifluoro-methyl)phenyl]borate